O[C@H]1C[C@H]2[C@H](C([C@H]3[C@@H]4CC[C@H]([C@@H](CCC(=O)O)C)[C@]4(CC[C@@H]3[C@]2(CC1)C)C)=O)CC 3α-hydroxy-6α-ethyl-7-keto-5β-cholanic acid